ClC1=C(C=C2CCNCC2=C1)NC1=NC=C(C(=N1)C1=CC(=C(S1)C=1CCS(CC1)(=O)=O)S(=O)(=O)C)C(F)(F)F 4-(5-(2-((7-chloro-1,2,3,4-tetrahydroisoquinolin-6-yl)amino)-5-(trifluoromethyl)pyrimidin-4-yl)-3-(methylsulfonyl)thiophen-2-yl)-3,6-dihydro-2H-thiopyran 1,1-dioxide